Methyl 3-((5-bromo-3-ethyl-2-hydroxyphenyl)sulfonamido)-5-chloro-2-hydroxybenzoate BrC=1C=C(C(=C(C1)S(=O)(=O)NC=1C(=C(C(=O)OC)C=C(C1)Cl)O)O)CC